5-(5-(1-(4-chlorobenzyl)-1H-pyrrol-3-yl)-6-methylpyridin-3-yl)pyrimidine-2,4(1H,3H)-dione ClC1=CC=C(CN2C=C(C=C2)C=2C=C(C=NC2C)C=2C(NC(NC2)=O)=O)C=C1